[(4-methoxyphenyl)methyl](methyl)amine COC1=CC=C(C=C1)CNC